4-(3-amino-2-chlorophenyl)-3,6-dihydropyridine-1(2H)-carboxylic acid tert-butyl ester C(C)(C)(C)OC(=O)N1CCC(=CC1)C1=C(C(=CC=C1)N)Cl